C(C=C)(=O)O.C(C=C)(=O)O.C(C=C)(=O)O.O(CC)C(C(CO)(CO)CO)C ethoxyl-trimethylolpropane triacrylate